FC=1C=C(C(=NC1)OC1=NC=C2N=C(N(C2=N1)C)C(=O)NC1(CCS(CC1)(=O)=O)C)OCC(F)(F)F 2-[[5-fluoro-3-(2,2,2-trifluoroethoxy)-2-pyridyl]oxy]-9-methyl-N-(4-methyl-1,1-dioxo-thian-4-yl)purine-8-carboxamide